OC1=C(C=C(C=C1)CC#N)C1=CC2=C(NC=N2)C=C1 2-(4-hydroxy-3-(1H-benzimidazol-5-yl)phenyl)acetonitrile